COC([C@H](C)N1C[C@@H](N([C@@H](C1)C)C(=O)OC(C)(C)C)C)=O (2S,6R)-tert-Butyl 4-((S)-1-methoxy-1-oxopropan-2-yl)-2,6-dimethylpiperazine-1-carboxylate